N-(2,6-dimethyl-4-(2-(trifluoromethyl)-6,7-dihydrothiazolo[5,4-c]pyridin-5(4H)-yl)phenyl)-3,3-dimethyl-butanamide CC1=C(C(=CC(=C1)N1CC2=C(CC1)N=C(S2)C(F)(F)F)C)NC(CC(C)(C)C)=O